N-(4-methoxyphenyl)glycin COC1=CC=C(C=C1)NCC(=O)O